FC1=CC=C(C=C1)C1=C(C=C(C=C1)C1=NNC(O[C@@]1([2H])C([2H])([2H])[2H])=O)C(F)(F)F (S)-5-(4'-fluoro-2-(trifluoromethyl)-[1,1'-biphenyl]-4-yl)-6-(methyl-d3)-3,6-dihydro-2H-1,3,4-oxadiazin-2-one-6-d